ClC=1C=C(SC1)C(C)=O 1-(4-chloro-2-thienyl)ethanone